ethyl-N-isopropyl-3-(pyrimidine-5-yloxy)thiophene-2-carboxamide C(C)C=1C(=C(SC1)C(=O)NC(C)C)OC=1C=NC=NC1